tert-butyl (2-(1-(4-(trifluoromethyl)phenyl)vinyl)pyridin-4-yl)carbamate FC(C1=CC=C(C=C1)C(=C)C1=NC=CC(=C1)NC(OC(C)(C)C)=O)(F)F